C(C1=CC=CC=C1)OC=1C(=C(N)C=CC1F)Br 3-benzyloxy-2-bromo-4-fluoro-aniline